gamma-thiocarbonyl-undecanolactone C(=S)=C1CC(=O)OCCCCCCCC1